BrC1=CN=CC2=C1OC(CN2)CC 8-bromo-2-ethyl-3,4-dihydro-2H-pyrido[4,3-b][1,4]oxazine